6-(2-(4-(1-(4-((5-bromo-4-((5-(dimethylphosphoryl)-2-methylquinolin-6-yl)amino)pyrimidin-2-yl)amino)-5-ethoxy-2-ethylphenyl)piperidin-4-yl)piperazin-1-yl)ethyl)-2-oxobenzo[d]oxazol BrC=1C(=NC(=NC1)NC1=CC(=C(C=C1OCC)N1CCC(CC1)N1CCN(CC1)CCC1=CC2=C(NC(O2)=O)C=C1)CC)NC=1C(=C2C=CC(=NC2=CC1)C)P(=O)(C)C